1,3-dichloro-s-triazine-2,4,6-trione ClN1C(N(C(NC1=O)=O)Cl)=O